(Ethoxymethoxy)ethane C(C)OCOCC